O[C@H](C(=O)OCCCCCOC(C(CCCCCCCC)CCCCCC)=O)CC(=O)OCCN(C)C 4-(2-(dimethylamino)ethyl) 1-(5-((2-hexyldecanoyl)oxy)pentyl) (2S)-2-hydroxysuccinate